O1C=C(C=C1)C1=CC=C2C(=NNC2=C1)NC(CCC)=O N-(6-(furan-3-yl)-1H-indazol-3-yl)butyramide